6-(1-(1-(azetidin-3-ylmethyl)piperidin-4-yl)-5-methyl-1H-pyrazol-4-yl)-4-methoxypyrazolo[1,5-a]pyridine-3-carbonitrile N1CC(C1)CN1CCC(CC1)N1N=CC(=C1C)C=1C=C(C=2N(C1)N=CC2C#N)OC